3-(3-((2-((2-ethyl-4-(4-methylpiperazin-1-yl)phenyl)amino)-5-(trifluoromethyl)pyrimidin-4-yl)amino)propyl)-6,6-dimethyl-1,3-oxazinan-2-one C(C)C1=C(C=CC(=C1)N1CCN(CC1)C)NC1=NC=C(C(=N1)NCCCN1C(OC(CC1)(C)C)=O)C(F)(F)F